N-[(1s,4s)-4-{[2-(trifluoromethyl)imidazo[1,2-a]pyridin-5-yl]amino}cyclohexyl]-4-(1H-1,2,3,4-tetrazol-1-yl)benzamide FC(C=1N=C2N(C(=CC=C2)NC2CCC(CC2)NC(C2=CC=C(C=C2)N2N=NN=C2)=O)C1)(F)F